C(C)(C)(C)N1C(=NC=C1I)I 1-tert-butyl-2,5-diiodo-imidazole